C1(=CC=C(C=C1)N1C2=CC=CC=C2C=2C=C(C=CC12)C=1C=CC=2N(C3=CC=CC=C3C2C1)C1=CC=CC=C1)C1=CC=CC=C1 9-[1,1'-biphenyl]-4-yl-9'-phenyl-3,3'-bi-9H-carbazole